F[B-](F)(F)F.C(C(=C)C)(=O)OCC[N+](C)(C)C 2-(methacryloyloxy)ethyl-trimethyl-ammonium tetrafluoroborate